1-[1-(triethoxysilyl)ethyl]-2-pyrrolidinone C(C)O[Si](C(C)N1C(CCC1)=O)(OCC)OCC